N-((4-fluoro-2-isopropyl-6-(2-methoxypyridin-4-yl)phenyl)carbamoyl)-6,7-dihydro-5H-pyrazolo[5,1-b][1,3]oxazine-3-sulfonimidamide FC1=CC(=C(C(=C1)C1=CC(=NC=C1)OC)NC(=O)NS(=O)(=N)C=1C=NN2C1OCCC2)C(C)C